FC(CN1N=CC=2C1=NC(=CN2)NC2CCC1(CN(C1)C=1C=NC(=CC1)C(F)(F)F)CC2)F N-[1-(2,2-difluoroethyl)-1H-pyrazolo[3,4-b]pyrazin-6-yl]-2-[6-(trifluoromethyl)pyridin-3-yl]-2-azaspiro[3.5]nonan-7-amine